BrCCC1=CC2=C(C=C1)OCO2 4-(2-bromoethyl)-1,2-methylenedioxybenzene